COC([C@H](CC(C)C)N1N=C(C=C(C1=O)C(F)(F)F)CCN1CCC1)=O (S)-2-(3-(2-(azetidin-1-yl)ethyl)-6-oxo-5-(trifluoromethyl)pyridazin-1(6H)-yl)-4-methylpentanoic acid methyl ester